FC(C(=O)NCCC1=C(C=CC=C1)C(=C)C)(F)F 2,2,2-trifluoro-N-(2-(prop-1-en-2-yl)phenethyl)acetamide